3-(3-{1-Ethyl-5-[(methylamino)methyl]-1H-indol-2-yl}prop-2-yn-1-yl)-1-(4-methylphenyl)urea C(C)N1C(=CC2=CC(=CC=C12)CNC)C#CCNC(NC1=CC=C(C=C1)C)=O